C1(=CC=CC=C1)N1C(CCCC1)C=1C(N(C(C1)=O)CCC)=O 3-(1-Phenylpiperidin-2-yl)-1-propyl-1H-pyrrole-2,5-dione